C(#N)NC(=N)SNC(=O)N cyanoguanyl-(thio)urea